d-7-ketocholesterol O=C1[C@H]2[C@@H]3CC[C@H]([C@@H](CCCC(C)C)C)[C@]3(CC[C@@H]2[C@]2(CC[C@@H](CC2=C1)O)C)C